BrC1=CC=C(C=C1)N1CCN(CC1)C1=CC=C(C=C1)N1C(N(N=C1)C(C(C)O)C(C)C)=O 4-(4-(4-(4-bromophenyl)piperazin-1-yl)phenyl)-2-(2-hydroxy-4-methylpentan-3-yl)-2,4-dihydro-3H-1,2,4-triazol-3-one